O=C1NC2=CC=CC=C2C12CNCC2 2-oxo-1,2-dihydro-spiro[indole-3,3'-pyrrolidine]